1-[4-(cyanomethyl)-1-[[4-(4-methyltriazol-2-yl)phenyl]methyl]-4-piperidyl]-3-(cyclopropanecarbonylamino)pyrazole-4-carboxamide C(#N)CC1(CCN(CC1)CC1=CC=C(C=C1)N1N=CC(=N1)C)N1N=C(C(=C1)C(=O)N)NC(=O)C1CC1